C(C=C)[NH+](CCO)CC=C diallyl-(hydroxyethyl)ammonium